FC1=C(C=CC=C1)N1N=C(C2=CC=CC=C2C1=O)C=1C=C(C=CC1)S(=O)(=O)N(C)C 3-(3-(2-fluorophenyl)-4-oxo-3,4-dihydro-phthalazin-1-yl)-N,N-dimethyl-benzenesulfonamide